6-{6-cyclopropyl-4-[4-fluoro-2-(1-methyl-2-imidazolyl)phenyl]-2-pyridyl}-2-{(2,2-dioxo-2λ6-thia-6-aza-6-spiro[3.3]heptyl)methyl}-7-oxo-1,6-dihydro-1,6-diaza-4-indenecarbonitrile C1(CC1)C1=CC(=CC(=N1)N1C=C(C=2C=C(NC2C1=O)CN1CC2(CS(C2)(=O)=O)C1)C#N)C1=C(C=C(C=C1)F)C=1N(C=CN1)C